O1C(COCC1=O)=O 1,4-Dioxane-2,6-dion